6-(3,6-Dihydro-2H-pyran-4-yl)-N-methyl-N-((tetrahydro-2H-pyran-4-yl)methyl)-7H-pyrrolo[2,3-d]pyrimidin-4-amine O1CCC(=CC1)C1=CC2=C(N=CN=C2N(CC2CCOCC2)C)N1